6-fluoro-N-(methyl-d3)-5-(4-oxopiperidin-1-yl)picolinamide FC1=C(C=CC(=N1)C(=O)NC([2H])([2H])[2H])N1CCC(CC1)=O